CCC(CC)NC(=O)C1=CN=C(O1)C=1C=C(C=CC1)C1=CC(=NN1)C(=O)NC(C(=O)OC)CC1=CC=CC=C1 methyl 2-(5-(3-(5-(pentane-3-ylcarbamoyl) oxazol-2-yl) phenyl)-1H-pyrazole-3-carboxamido)-3-phenylpropionate